C(#N)/C=C/C1=CC(=C(C(=C1)C)NC1=NC(=NC=C1)NC1=CC=C(C#N)C=C1)C 4-{4-[4-((E)-2-cyano-vinyl)-2,6-dimethyl-phenylamino]-pyrimidin-2-ylamino}-benzonitrile